trihexylammonium iodide [I-].C(CCCCC)[NH+](CCCCCC)CCCCCC